[I-].FC(C(=C(F)F)F)([N+](C(F)(F)F)(C(F)(F)F)C(C(C(C(C(C(C(C(C(C(F)(F)F)(F)F)(F)F)(F)F)(F)F)(F)F)(F)F)(F)F)(F)F)(F)F)F perfluorodecyl-dimethyl-allyl-ammonium iodide